FC1=C(OCCC(P(=O)(O)O)(O)P(O)(O)=O)C=CC(=C1F)C1CCC(CC1)C1CCC(CC1)CCCCC [3-[2,3-difluoro-4-[4-(4-pentylcyclohexyl)-cyclohexyl]phenoxy]-1-hydroxy-1-phosphonopropyl]phosphonic acid